(((S)-tetrahydrofuran-3-yl)oxy)-4,5,5',6'-tetrahydro-2H-spiro[furan-3,8'-pyrano[3,4-b]pyridine] O1C[C@H](CC1)OC1=CC=C2C(=N1)C1(OCC2)COCC1